C1(CC1)C=1C=CC=2N(C1)C=C(N2)CC(=O)O 2-(6-cyclopropylimidazo[1,2-a]pyridin-2-yl)acetic acid